NC(CNC(=O)C1=C(OC2=C1C=C(C=C2)OCC2=C(N=CS2)C)C)=O N-(2-amino-2-oxoethyl)-2-methyl-5-((4-methylthiazol-5-yl)methoxy)benzofuran-3-carboxamide